BrC1=CC=C(C=C1)C1=C(N(C2=CC=CC=C12)C(C)C)/C=C/[C@@H](C[C@@H](CC(=O)[O-])O)O.[Na+] |o1:21,23| Sodium rel-(3S,5R,E)-7-(3-(4-bromophenyl)-1-isopropyl-1H-indol-2-yl)-3,5-dihydroxyhept-6-enoate